[2H]C1(C(NC(C(C1O)([2H])[2H])(C([2H])([2H])[2H])C([2H])([2H])[2H])(C([2H])([2H])[2H])C([2H])([2H])[2H])[2H] 3,3,5,5-tetradeuterio-2,2,6,6-tetrakis(trideuteriomethyl)piperidin-4-ol